CNCCCC=C(C(=O)N)C 3-(methylamino)propylmethacrylamide